BrC=CC1([Se]CCCC1)C1=CC=C(C=C1)F (2-bromovinyl)(4-fluorophenyl)selenane